(R)-(4-chloro-3-(4-hydroxybenzyl)phenyl)(2,2-dimethyl-1,3-dioxolan-4-yl)methanone ClC1=C(C=C(C=C1)C(=O)[C@@H]1OC(OC1)(C)C)CC1=CC=C(C=C1)O